S1C=C(C=C1)CC(C(=O)OCC)=C ethyl 3-Thiophenemethacrylate